ClC1=C(C=C(C(=C1)Cl)N1N=C(N(C1=O)C(F)F)C)NS(=O)(=O)C N-(2,4-dichloro-5-(4-(difluoromethyl)-4,5-dihydro-3-methyl-5-oxo-1H-1,2,4-triazol-1-yl)phenyl)methanesulfonamide